8-(Cyclopropylmethyl)-1,4-dioxaspiro[4.5]decane-8-carbaldehyde C1(CC1)CC1(CCC2(OCCO2)CC1)C=O